4,4'-bis[3-(triethoxysilyl)propylaminomethyl]-2,2'-bipyridine C(C)O[Si](CCCNCC1=CC(=NC=C1)C1=NC=CC(=C1)CNCCC[Si](OCC)(OCC)OCC)(OCC)OCC